ClC1=C(C=C(C=C1)C=1C=C(C(=NC1)C1=NC=C2N=C(N(C2=N1)C)C(F)(F)F)S(=O)(=O)CC)F 2-(5-(4-chloro-3-fluorophenyl)-3-(ethylsulfonyl)pyridin-2-yl)-9-methyl-8-(trifluoromethyl)-9H-purine